C(C)(C)(C)C1=CC=C(C=C1)NC(=O)N1CCN(CC1)C1=CC=CC=C1 N-(4-(tert-butyl)phenyl)-4-phenylpiperazine-1-carboxamide